CC1(OCC2=C1N=C(N=C2)C(=O)N[C@@H]2C(N(C=1N(CC2)N=C(C1)C)C)=O)CCC 7-methyl-7-propyl-N-[(6S)-2,4-dimethyl-5-oxo-7,8-dihydro-6H-pyrazolo[1,5-a][1,3]diazepin-6-yl]-5H-furo[3,4-d]pyrimidine-2-carboxamide